COC(=O)C=1C2=C(N=CC1)N(C(=C2)Cl)C2COCC2 chloro-1-(tetrahydrofuran-3-yl)-1H-pyrrolo[2,3-b]pyridine-4-carboxylic acid methyl ester